piperidine-4-sulfonamide dihydrochloride Cl.Cl.N1CCC(CC1)S(=O)(=O)N